CN(CC(=O)O)C1=NC2=CC=C(C=C2C(=C1)C1=CC=CC=C1)CCC1=NC=CC=N1 2-[methyl({4-phenyl-6-[2-(pyrimidin-2-yl)ethyl]quinolin-2-yl})amino]acetic acid